FCCN1N=C(C(=C1)NC(=O)C=1N=C(SC1)C=1C=NN(C1)CC1=CC=C(C=C1)OC)C1=NC=CC=C1 N-(1-(2-fluoroethyl)-3-(pyridin-2-yl)-1H-pyrazol-4-yl)-2-(1-(4-methoxybenzyl)-1H-pyrazol-4-yl)thiazole-4-carboxamide